C(CCCCCCC\C=C/CCCCCC)O cis-9-hexadecen-1-ol